2-((2s,3s,4r)-5-chloro-6-fluoro-3-methyl-2-((methylamino)methyl)-2-phenyl-2,3-dihydrobenzofuran-4-yl)-3-fluoro-4-((S)-2-hydroxypropoxy)-N-methylbenzamide ClC=1C(=CC2=C([C@@H]([C@](O2)(C2=CC=CC=C2)CNC)C)C1C1=C(C(=O)NC)C=CC(=C1F)OC[C@H](C)O)F